C(C)(OC)(OC)OC trimethyl orthoacetate